3-bromo-5-(trifluoromethyl)thiophene-2-carboxylic acid methyl ester COC(=O)C=1SC(=CC1Br)C(F)(F)F